C(C)(CC)OC1=CC=C(C=C1)CCCO 3-(4-(sec-butoxy)phenyl)propan-1-ol